OCCC(CO)O hydroxyethyl-ethylene glycol